5-chloro-1'-(2-{[2-(1-methanesulfonylethyl)pyrimidin-5-yl]oxy}ethyl)-1,2-dihydrospiro[indole-3,4'-piperidin]-2-one ClC=1C=C2C(=CC1)NC(C21CCN(CC1)CCOC=1C=NC(=NC1)C(C)S(=O)(=O)C)=O